O1C(=CC=C1)C1=CNC=2N=CN=C(C21)[C@H]2C[C@H](CCC2)NC(OC(C)(C)C)=O tert-Butyl ((1S,3R)-3-(5-(furan-2-yl)-7H-pyrrolo[2,3-d]pyrimidin-4-yl)cyclohexyl)carbamate